3-[(5-chloro-1H-indol-2-yl)methyl]-1-methyl-1-[1-(2-methyl-1,3-oxazole-5-carbonyl)piperidin-3-yl]urea ClC=1C=C2C=C(NC2=CC1)CNC(N(C1CN(CCC1)C(=O)C1=CN=C(O1)C)C)=O